BrC=1C(=NC(=NC1)NC1=C(C=C(C(=C1)OC)N(C)CCN(C)C)C)NC1=C(C=CC(=C1)F)C(C)(C)O 2-(2-((5-Bromo-2-((4-((2-(dimethylamino)ethyl)(methyl)amino)-5-methoxy-2-methylphenyl)amino)pyrimidin-4-yl)amino)-4-fluorophenyl)propan-2-ol